N-(6-(3-((2,5-dichlorophenyl)sulfonamido)-2,4-difluorophenyl)quinazolin-2-yl)pivalamide ClC1=C(C=C(C=C1)Cl)S(=O)(=O)NC=1C(=C(C=CC1F)C=1C=C2C=NC(=NC2=CC1)NC(C(C)(C)C)=O)F